lithium iodine [I].[Li]